3-(4-(trifluoromethyl)phenyl)(5-(1,2,4-oxadiazolyl)(3-pyridinyl)methanone) FC(C1=CC=C(C=C1)C1(CN=CC(=C1)C1=NOC=N1)C=O)(F)F